3-carboxypropylboronic acid C(=O)(O)CCCB(O)O